2-(azetidin-1-yl-methyl)-N-((R)-2,2-difluoro-1-(3-fluorophenyl)ethyl)-3-methylbutanamide N1(CCC1)CC(C(=O)N[C@@H](C(F)F)C1=CC(=CC=C1)F)C(C)C